N-carboxyethyl-dithiocarbamic acid sodium [Na].C(=O)(O)CCNC(S)=S